N-{5-[2-(2-chloro-4-fluorophenyl)acetamido]pyridazin-3-yl}-N-(3,5-difluorophenyl)acetamide ClC1=C(C=CC(=C1)F)CC(=O)NC=1C=C(N=NC1)N(C(C)=O)C1=CC(=CC(=C1)F)F